C(C)(C)OC(=O)N1[C@@H](C[C@@H](C2=CC(=CC=C12)C(F)(F)F)N(C(=O)OC)CC1=CC(=CC(=C1)C(F)(F)F)C(F)(F)F)CC [2R,4S]-4-[(3,5-Bis-trifluoromethyl-benzyl)-methoxycarbonyl-amino]-2-eth-yl-6-trifluoromethyl-3,4-dihydro-2H-quinoline-1-carboxylic acid isopropyl ester